[(2R,4S,5R)-1-(2,4-dichlorophenyl)-5-hydroxy-2,6,6-trimethylheptan-4-yl]-2,4-dihydro-3H-1,2,4-triazole ClC1=C(C=CC(=C1)Cl)C[C@H](C[C@@H]([C@@H](C(C)(C)C)O)N1N=CNC1)C